[Ni].[Fe].[Ni] nickel iron-nickel